ClC=CC(F)(F)F (Dl)-1-Chloro-3,3,3-trifluoropropene